C(CCCCCCC\C=C/CCCCCCCC)(=O)O.C(CCCCCCC\C=C/CCCCCCCC)(=O)O.C(CCCCCCC\C=C/CCCCCCCC)(=O)O.CC(=O)[C@H](O)[C@@H](O)[C@H](O)[C@H](O)CO Methyl-Glucose Tri-oleate